2-(methanesulfonyl)-7-(trifluoromethyl)-N-({5-[6-(trifluoromethyl)pyridin-3-yl]-1H-imidazol-2-yl}methyl)imidazo[2,1-f][1,2,4]triazin-4-amine CS(=O)(=O)C1=NN2C(C(=N1)NCC=1NC(=CN1)C=1C=NC(=CC1)C(F)(F)F)=NC=C2C(F)(F)F